P(OC1=C(C=C(C=C1C)C(C)(C)C)C(C)(C)C)(OC1=C(C=C(C=C1C)C(C)(C)C)C(C)(C)C)OC bis(2,4-di-tert-butyl-6-methylphenyl) methyl phosphite